ClC1=C2C(=NC=C1)C(=C(N2)C2=CC(=NC=C2)NC(CC2=CC=C(C=C2)F)=O)C2=NC=CC=C2 N-{4-[7-Chloro-3-(pyridin-2-yl)-1H-pyrrolo[3,2-b]pyridin-2-yl]pyridin-2-yl}-2-(4-fluorophenyl)acetamid